tert-butyl N-tert-butoxycarbonyl-N-[[8-[4-(trifluoromethyl)phenoxy]-5-vinyl-6-quinolyl]methyl]carbamate C(C)(C)(C)OC(=O)N(C(OC(C)(C)C)=O)CC=1C(=C2C=CC=NC2=C(C1)OC1=CC=C(C=C1)C(F)(F)F)C=C